2-(chloromethyl)-2-methyl-1-(1H-1,2,4-triazol-1-ylmethyl)cyclopentanol ClCC1(C(CCC1)(O)CN1N=CN=C1)C